[C@@H]1([C@H](O)[C@@H](O)[C@H](O)[C@H](O1)CO)[C@]1(O)[C@H](O)[C@@H](O)[C@H](O)[C@H](O1)CO beta-D-glucopyranosyl-beta-D-glucopyranose